C(N(CCN1N=CC(=C1)C1=CC2=NC(=CC(=C2O1)N1CCOCC1)N1N=C(C=C1)C1=CC=CC=C1)C([2H])([2H])[2H])([2H])([2H])[2H] N,N-bis(methyl-d3)-2-(4-(7-morpholino-5-(3-phenyl-1H-pyrazol-1-yl)furo[3,2-b]pyridin-2-yl)-1H-pyrazol-1-yl)ethan-1-amine